(2S)-2-(5-(3-(4-(((Tetrahydro-2H-pyran-2-yl)oxy)methyl)bicyclo[2.2.2]octan-1-yl)-1H-pyrazol-5-yl)-1H-imidazol-1-yl)propan-1-ol O1C(CCCC1)OCC12CCC(CC1)(CC2)C2=NNC(=C2)C2=CN=CN2[C@H](CO)C